1-deoxy-1-methylamino-D-glucitol 2-(3,5-dichlorophenyl)-6-benzoAzolecarboxylate ClC=1C=C(C=C(C1)Cl)C=1N=C2C(C1)=CC=C(C2)C(=O)O[C@@H](CNC)[C@@H](O)[C@H](O)[C@H](O)CO